OC1=C2C(=NC(=N1)C(=O)O)N(N=C2)C 4-hydroxy-1-methyl-1H-pyrazolo[3,4-d]pyrimidine-6-carboxylic acid